5-chloro-3-(piperidin-4-yl)benzo[d]isoxazole ClC=1C=CC2=C(C(=NO2)C2CCNCC2)C1